5-Bromo-3-((2-(trimethylsilyl)ethoxy)methyl)benzo[d]oxazol-2(3H)-one BrC=1C=CC2=C(N(C(O2)=O)COCC[Si](C)(C)C)C1